4,4-difluoro-cyclohexane-carbaldehyde FC1(CCC(CC1)C=O)F